3-(cyclopropyl)-1-methyl-1H-pyrazol-5-ol C1(CC1)C1=NN(C(=C1)O)C